1-(1-{4-[(2S)-2,3-dihydro-1,4-benzodioxin-2-yl]benzyl}piperidin-4-yl)-2,2,2-trifluoroethanol O1[C@H](COC2=C1C=CC=C2)C2=CC=C(CN1CCC(CC1)C(C(F)(F)F)O)C=C2